6-iodo-1-methyl-1,2-dihydro-3H-benzo[e]Indole-3-carboximidamide 2,2,2-trifluoroacetate FC(C(=O)O)(F)F.IC1=CC=CC=2C=3C(CN(C3C=CC21)C(N)=N)C